C(C)OC1=NC=C(C=N1)[Sn](CCCC)(CCCC)CCCC 2-ethoxy-5-(tributylstannyl)pyrimidine